4-(1-{(R)-2-(dimethylamino)-1-[p-(trifluoromethyl)phenyl]ethyl}-1H-pyrazol-4-yl)-3-(p-chlorophenyl)-2-pyridinamine CN(C[C@@H](C1=CC=C(C=C1)C(F)(F)F)N1N=CC(=C1)C1=C(C(=NC=C1)N)C1=CC=C(C=C1)Cl)C